(2,6-Dichloropyridin-4-yl)methyl 3-aminopropanoate hydrochloride Cl.NCCC(=O)OCC1=CC(=NC(=C1)Cl)Cl